aluminum(III) trifluoromethanesulfonate FC(S(=O)(=O)[O-])(F)F.[Al+3].FC(S(=O)(=O)[O-])(F)F.FC(S(=O)(=O)[O-])(F)F